N-[4-[6-(azetidin-3-ylmethylcarbamoylamino)hexyl-carbamoyl]-3-chlorophenyl]-5-[1-cyclopropyl-3-(trifluoromethyl)pyrazol-4-yl]-1-methylimidazole-2-carboxamide N1CC(C1)CNC(=O)NCCCCCCNC(=O)C1=C(C=C(C=C1)NC(=O)C=1N(C(=CN1)C=1C(=NN(C1)C1CC1)C(F)(F)F)C)Cl